5-[[2,4-Dichloro-6-[4-(trifluoromethoxy)phenoxy]benzoyl]amino]pyridine-2-carboxamide ClC1=C(C(=O)NC=2C=CC(=NC2)C(=O)N)C(=CC(=C1)Cl)OC1=CC=C(C=C1)OC(F)(F)F